N-(2-ethyl-5-fluorophenyl)pivalamide C(C)C1=C(C=C(C=C1)F)NC(C(C)(C)C)=O